N-(3-(6-cyclohexyl-2-((2-methoxy-4-(4-methyl-1-piperazinyl)phenyl)amino)-7-oxo-8(7H)pteridinyl)phenyl)acrylamide C1(CCCCC1)C1=NC=2C=NC(=NC2N(C1=O)C=1C=C(C=CC1)NC(C=C)=O)NC1=C(C=C(C=C1)N1CCN(CC1)C)OC